1-[(2S)-2-methyl-4-[4-({3-methyl-4-[(1-methyl-1,3-benzodiazol-5-yl)oxy]phenyl}amino)pyrido[3,2-d]pyrimidin-6-yl]piperazin-1-yl]prop-2-en-1-one C[C@@H]1N(CCN(C1)C=1C=CC=2N=CN=C(C2N1)NC1=CC(=C(C=C1)OC1=CC2=C(N(C=N2)C)C=C1)C)C(C=C)=O